ClC1=CC2=C(C=N1)C(=NN2C2=NC=CC(=N2)C(C)(F)F)N2CC(N(CC2)C)C 6-chloro-1-(4-(1,1-difluoroethyl)pyrimidin-2-yl)-3-(3,4-dimethylpiperazin-1-yl)-1H-pyrazolo[4,3-c]pyridine